CNC[C@H](O)[C@@H](O)[C@H](O)[C@H](O)CO Methyl-glucamine